2-(bis((4-methoxy-3,5-dimethylpyridin-2-yl)methyl)amino)-1-(2-(cyclohex-1-en-1-yl)ethyl)-1H-benzo[d]imidazole-5-carboxylic acid COC1=C(C(=NC=C1C)CN(C1=NC2=C(N1CCC1=CCCCC1)C=CC(=C2)C(=O)O)CC2=NC=C(C(=C2C)OC)C)C